N-(3-chloro-1,4-dioxo-1,4,6,7-tetrahydronaphthalen-2-yl)acetamide ClC1=C(C(C2=CCCC=C2C1=O)=O)NC(C)=O